ClC1=C(C(=C(C=C1)B(O)O)F)OC(C)C 4-CHLORO-2-FLUORO-3-ISOPROPOXYPHENYLBORONIC ACID